tris(4-hydroxy-3-methylphenyl)ethane ethyl-2-ethyl-6,6-dimethylcyclohexa-1,3-diene-1-carboxylate C(C)OC(=O)C1=C(C=CCC1(C)C)CC.OC1=C(C=C(C=C1)C(C)(C1=CC(=C(C=C1)O)C)C1=CC(=C(C=C1)O)C)C